6-(2-chlorophenyl)-2-({4-[2-(6-methylquinolin-2-yl)ethyl]phenyl}amino)imidazo[1,2-a]pyrimido[5,4-e]pyrimidin-5(6H)-one ClC1=C(C=CC=C1)N1C=2N(C3=C(C1=O)C=NC(=N3)NC3=CC=C(C=C3)CCC3=NC1=CC=C(C=C1C=C3)C)C=CN2